tert-butyl 4-((1S,3r)-3-((3S,4R)-4-(2-(2,6-dioxopiperidin-3-yl)-1,3-dioxoisoindolin-5-yl)-3-fluoropiperidin-1-yl)cyclobutoxy)piperidine-1-carboxylate O=C1NC(CC[C@H]1N1C(C2=CC=C(C=C2C1=O)[C@@H]1[C@@H](CN(CC1)C1CC(C1)OC1CCN(CC1)C(=O)OC(C)(C)C)F)=O)=O